C1[C@@H](C2=CC=CC=C2)O1 |r| (R/S)-styrene oxide